FC(C(=O)O)(F)F.ClC1=C(C=C(C=C1C1=C2C(=NC(=C1C)N1CC3(CNC3)CC1)CC(OC2)(C)C)O)C 4-chloro-3-methyl-5-(3,7,7-trimethyl-2-(2,6-diazaspiro[3.4]octan-6-yl)-7,8-dihydro-5H-pyrano[4,3-b]pyridin-4-yl)phenol 2,2,2-trifluoroacetate